4-methyl-3-(3-(3-nitrophenyl)tetrahydrofuran-3-yl)-4H-1,2,4-triazole CN1C(=NN=C1)C1(COCC1)C1=CC(=CC=C1)[N+](=O)[O-]